N-(3,4-dimethoxyphenyl)-6-(4-(4-methylpiperazin-1-yl)phenyl)quinolin-4-amine COC=1C=C(C=CC1OC)NC1=CC=NC2=CC=C(C=C12)C1=CC=C(C=C1)N1CCN(CC1)C